FC1(CC(C1)CN1N=CC(=C1)C=1C=NC2=CC=C(C(=C2N1)C=1COCC1)OC1=CC2=C(N(C(=N2)C)COCC[Si](C)(C)C)C=C1)F 2-[[5-[3-[1-[(3,3-difluorocyclobutyl)methyl]pyrazol-4-yl]-5-(2,5-dihydrofuran-3-yl)quinoxalin-6-yl]oxy-2-methylbenzimidazol-1-yl]methoxy]ethyl-trimethyl-silane